Ethyl 1-cyclobutyl-5-methyl-1H-pyrazole-3-carboxylate C1(CCC1)N1N=C(C=C1C)C(=O)OCC